N-(5-(((2S,4R)-2-methyl-4-((2-methyl-2H-indazol-5-yl)oxy)pyrrolidin-1-yl)methyl)thiazol-2-yl)acetamide C[C@@H]1N(C[C@@H](C1)OC1=CC2=CN(N=C2C=C1)C)CC1=CN=C(S1)NC(C)=O